3-(butyldisulfaneyl)propanoic acid C(CCC)SSCCC(=O)O